(2S,4R)-N-[(S)-(5-cyclopropyl-6-fluoropyridin-2-yl)(phenyl)methyl]-1-[2-(4-ethyl-3-oxo-3,4-dihydropyrazin-2-yl)acetyl]-4-fluoropyrrolidine-2-carboxamide C1(CC1)C=1C=CC(=NC1F)[C@@H](NC(=O)[C@H]1N(C[C@@H](C1)F)C(CC1=NC=CN(C1=O)CC)=O)C1=CC=CC=C1